OC(CCCCC(=O)O)CCCCCCCCCCCCCC 6-Hydroxy-icosanoic acid